FC=1C=CC2=C(CCO2)C1CNC1=NC=C(C=2N1C=NN2)C=2C=1N(C(=CC2)OC)N=CN1 N-((5-fluoro-2,3-dihydrobenzofuran-4-yl)methyl)-8-(5-methoxy-[1,2,4]triazolo[1,5-a]pyridin-8-yl)-[1,2,4]triazolo[4,3-c]pyrimidin-5-amine